((2S,5R)-4-isobutyryl-5-methyl-2-(3-(4-methylpiperazin-1-yl)phenyl)piperazin-1-yl)-2-oxo-N-(1H-pyrazolo[4,3-c]pyridin-7-yl)acetamide C(C(C)C)(=O)N1C[C@@H](N(C[C@H]1C)C(C(=O)NC=1C2=C(C=NC1)C=NN2)=O)C2=CC(=CC=C2)N2CCN(CC2)C